6-(5-(Difluoromethyl)-2-phenyl-3H-imidazo[4,5-b]pyridin-3-yl)benzo[d]thiazol-2(3H)-one FC(C1=CC=C2C(=N1)N(C(=N2)C2=CC=CC=C2)C2=CC1=C(NC(S1)=O)C=C2)F